N(=[N+]=[N-])C1=CC=C(C=C2C(C(CCC2)=CC2=CC=C(C=C2)N=[N+]=[N-])=O)C=C1 2,6-bis(p-azidobenzyliden)cyclohexanone